(S)-(+)-N-[1-(1-naphthyl)-ethyl]-O-carbamoylbenzoic acid C1(=CC=CC2=CC=CC=C12)[C@H](C)NC(=O)OC(C1=CC=CC=C1)=O